BrC=1C(=C(C=CC1)S(=O)(=O)NC=1C=2C3=C(C(N(C3=CC1)CC)=O)C=CC2)OC bromo-N-(1-ethyl-2-oxo-1,2-dihydrobenzo[cd]indol-6-yl)-2-methoxybenzenesulfonamide